BrC1=CC=C(C=C1)N1CCC(CC1)CN1CCN(CC1)C(=O)OC(C)(C)C tert-butyl 4-{[1-(4-bromophenyl)piperidin-4-yl]methyl}piperazine-1-carboxylate